2,6-dichlorophenylacetic acid ethyl ester C(C)OC(CC1=C(C=CC=C1Cl)Cl)=O